C(=O)(O)C(C=N)(N(C(C1=CC=CC=C1)=O)C(C1=CC=CC=C1)=O)C(=O)O dicarboxyl-dibenzoyl-iminoethylamine